C(C)(C)(C)OC(=O)N1C[C@H](CC1)OC1=NC=C(N=C1)Br (S)-3-((5-bromopyrazin-2-yl)oxy)pyrrolidine-1-carboxylic acid tert-butyl ester